CC1=C(C(=CC(=C1)C)C)N1N=CC=C1 1-(2,4,6-trimethylphenyl)-pyrazole